CN1C(C(=C(C2=CC=CC=C12)N1CCC(CC1)OC1=CC=CC=C1)C#N)=O 1-methyl-2-oxo-4-(4-phenoxypiperidin-1-yl)-1,2-dihydroquinoline-3-carbonitrile